(R)-tert-butyl 3-(pent-4-en-1-yloxy)pyrrolidine-1-carboxylate C(CCC=C)O[C@H]1CN(CC1)C(=O)OC(C)(C)C